C1(=CC=CC=C1)N1C=NC(=C1)C(=O)N1[C@@H]2[C@H](CC1)CN(C2)C#N (3aR,6aR)-1-(1-phenyl-1H-imidazole-4-carbonyl)hexahydropyrrolo[3,4-b]pyrrole-5(1H)-carbonitrile